5-((3,5-difluorophenyl)ethynyl)-1H-indazole FC=1C=C(C=C(C1)F)C#CC=1C=C2C=NNC2=CC1